4-(3-((1r,3r,5s,7r)-3,5-dimethyladamantan-1-yl)ureido)-N-(4-(hydroxyamino)-4-oxobutyl)benzamide (E)-4-(3-(3-cyanophenoxy)-3-oxoprop-1-en-1-yl)-1,2-phenylenediacetate C(#N)C=1C=C(OC(/C=C/C2=CC(=C(C=C2)CC(=O)O)CC(=O)O)=O)C=CC1.C[C@]12CC3(CC(C[C@@](C1)(C3)C)C2)NC(NC2=CC=C(C(=O)NCCCC(=O)NO)C=C2)=O